N[C@@H](C[C@H](C1=CN=CS1)SC1=NC(=CC=C1C#N)C(F)(F)F)CO 2-[[(1r,3s)-3-amino-4-hydroxy-1-(5-thiazolyl)butyl]thio]-6-(trifluoromethyl)-3-pyridinecarbonitrile